ClC1=NC=C(C(=N1)Cl)C(=O)OC(C)C isopropyl 2,4-dichloro-5-pyrimidinecarboxylate